2'-Acetamido-2',5'-dideoxy-5'-[(E)-2-(bis{[(2,2-dimethoxypropanoyl)oxy]methoxy}phosphoryl)vinyl]uridine C(C)(=O)N[C@H]1[C@@H](O[C@@H]([C@H]1O)C\C=C\P(=O)(OCOC(C(C)(OC)OC)=O)OCOC(C(C)(OC)OC)=O)N1C(=O)NC(=O)C=C1